tert-butyl N-[4-[2-[6-(methoxymethoxy)-2,7-dimethyl-indazol-5-yl]-5-oxo-1,6-naphthyridin-6-yl]norbornan-1-yl]carbamate COCOC=1C(=CC2=CN(N=C2C1C)C)C1=NC=2C=CN(C(C2C=C1)=O)C12CCC(CC1)(C2)NC(OC(C)(C)C)=O